tert-butyl N-(cyclobutylmethyl)-N-[[2-[(5-methoxy-1-oxo-2,7-naphthyridin-2-yl)methyl]imidazo[1,2-a]pyridin-6-yl]methyl]carbamate C1(CCC1)CN(C(OC(C)(C)C)=O)CC=1C=CC=2N(C1)C=C(N2)CN2C(C1=CN=CC(=C1C=C2)OC)=O